(P)-7-Amino-8-(3-hydroxy-2-methylphenyl)imidazo[1,2-a]pyridine-6-carboxamide NC1=C(C=2N(C=C1C(=O)N)C=CN2)C2=C(C(=CC=C2)O)C